ClC1=NC=CN=C1CC1=CC=C(C=C1)F 2-chloro-3-(4-fluorobenzyl)pyrazine